[8-(2,5-dichloropyrimidin-4-yl)-5-oxa-8-azaspiro[3.5]nonan-6-yl]methanol ClC1=NC=C(C(=N1)N1CC(OC2(CCC2)C1)CO)Cl